C(C)(C)(C)OC(=O)N[C@H](C(=O)N1[C@@H]([C@H]2C([C@H]2C1)(C)C)C(=O)OC)C(C)(C)OC methyl (1R,2S,5S)-3-((S)-2-((tert-butoxycarbonyl) amino)-3-methoxy-3-methylbutanoyl)-6,6-dimethyl-3-azabicyclo[3.1.0]hexane-2-carboxylate